C[C@@H]1N(C[C@H](NC1)C)C1=NC(N2C3=C(C(=C(C=C13)C(F)(F)F)C1=CC=C(C=C1)F)SC[C@H](C2)OC)=O (S)-8-((2S,5R)-2,5-dimethylpiperazin-1-yl)-11-(4-fluorophenyl)-3-methoxy-10-(trifluoromethyl)-3,4-dihydro-2H,6H-[1,4]thiazepino[2,3,4-ij]quinazolin-6-one